(E)-3-(4-(((2-(4-(3,5-dimethylisoxazol-4-yl)phenyl)cyclopropyl)amino)methyl)phenyl)-N-hydroxyacrylamide TFA Salt OC(=O)C(F)(F)F.CC1=NOC(=C1C1=CC=C(C=C1)C1C(C1)NCC1=CC=C(C=C1)/C=C/C(=O)NO)C